7-[(5-Methoxypyridin-2-yl)methoxy]-2-[(6-methoxypyridin-3-yl)methyl]-1,2,3,4-tetrahydroisoquinoline COC=1C=CC(=NC1)COC1=CC=C2CCN(CC2=C1)CC=1C=NC(=CC1)OC